methyl 3-(9-((4-(aminomethyl)phenyl)carbamoyl)-4,5-dihydrobenzo[b]thieno[2,3-d]oxepin-8-yl)-6-(methylcarbamoyl)picolinate NCC1=CC=C(C=C1)NC(=O)C1=CC2=C(OCCC3=C2SC=C3)C=C1C=1C(=NC(=CC1)C(NC)=O)C(=O)OC